CC(C)NC[C@H](C)O (2S)-1-[(1-methylethyl)amino]-2-propanol